(1-methyloctahydro-4aH-cyclopenta[b]pyridin-4a-yl)methanol CN1C2C(CCC1)(CCC2)CO